C(C)(C)(C)C1=C(C(O)=CC=C1)O tertbutylcatechol